2-(4-(5-(1H-pyrazol-4-yl)-1H-benzo[d]imidazol-1-yl)phenyl)-N-(3-(trifluoromethyl)isoxazol-5-yl)acetamide N1N=CC(=C1)C1=CC2=C(N(C=N2)C2=CC=C(C=C2)CC(=O)NC2=CC(=NO2)C(F)(F)F)C=C1